N1=C(N=CC=C1)C1(CC1)NC(=O)[C@H]1CN(CC[C@@H]1NC(=O)C1=NOC(=C1)C1=C(C(=C(C=C1)F)F)F)CC1CC1 (3S,4S)-1-cyclopropylmethyl-4-{[5-(2,3,4-trifluoro-phenyl)-isoxazole-3-carbonyl]-amino}-piperidine-3-carboxylic acid (1-pyrimidin-2-yl-cyclopropyl)-amide